(1-(2-chloro-5-((1-(2-fluoroethyl)-1H-pyrazol-4-yl)ethynyl)pyridin-4-yl)piperidin-4-yl)ethan-1-ol ClC1=NC=C(C(=C1)N1CCC(CC1)C(C)O)C#CC=1C=NN(C1)CCF